ClC(C1=NC(=NO1)C1=CC=C(C=C1)NC=1C(C(C1N1CCOCC1)=O)=O)(F)F 3-((4-(5-(chlorodifluoromethyl)-1,2,4-oxadiazol-3-yl)phenyl)amino)-4-morpholinocyclobut-3-ene-1,2-dione